6-(t-butyl)phenol C(C)(C)(C)C1=CC=CC=C1O